1-cis-7-fluoro-5-phenyl-2-(1-((trimethylsilyl)oxy)vinyl)-6,7-dihydro-5H-pyrrolo[1,2-b][1,2,4]triazole FC1CC(N2N=C(N=C21)C(=C)O[Si](C)(C)C)C2=CC=CC=C2